CS(=O)(=O)N1C[C@H](CC1)NC (3S)-1-methane-sulfonyl-N-methylpyrrolidin-3-amine